Ethyl 2-[3-(4-amino-2-methoxy-6-methyl-3-pyridyl)-2-pyridyl]propanoate NC1=C(C(=NC(=C1)C)OC)C=1C(=NC=CC1)C(C(=O)OCC)C